((3-nitro-2-pyridyl)amino)piperidin-1-carboxylate [N+](=O)([O-])C=1C(=NC=CC1)NC1N(CCCC1)C(=O)[O-]